zinc carbon [C].[Zn]